octadecyl-dimethyl-glycine C(CCCCCCCCCCCCCCCCC)C(N(C)C)C(=O)O